1-(4-(hydroxymethyl)phenyl)-3-(3-fluorophenyl)urea OCC1=CC=C(C=C1)NC(=O)NC1=CC(=CC=C1)F